FC1(CN(C1)C=1C=CC(=NC1)C1=CC(=CN1C)C(=O)OC)F methyl 5-[5-(3,3-difluoroazetidin-1-yl)pyridin-2-yl]-1-methyl-1H-pyrrole-3-carboxylate